NC1=NC=C(C=C1O[C@H](C)C=1C=C(C=CC1)NC(C1=CC(=CC=C1)OC(C)C)=O)Cl (R)-N-(3-(1-((2-amino-5-chloropyridin-3-yl)oxy)ethyl)-phenyl)-3-isopropoxybenzamide